((1R)-1-((E)-4-oxo-4-(((tetrahydrofuran-2-yl)methyl)amino)but-2-enamido)-2-phenylethyl)boric acid O=C(/C=C/C(=O)N[C@@H](CC1=CC=CC=C1)OB(O)O)NCC1OCCC1